2-[4-(1,3-benzo-thiazol-2-ylmethyl)-piperazin-1-yl]-4-(ethylamino)-N-ethylsulfonyl-benzamide S1C(=NC2=C1C=CC=C2)CN2CCN(CC2)C2=C(C(=O)NS(=O)(=O)CC)C=CC(=C2)NCC